(S)-Methyl 2-acetamido-3-(3-chlorophenyl)propanoate C(C)(=O)N[C@H](C(=O)OC)CC1=CC(=CC=C1)Cl